ClC1=CC(=C(COC2=CC=CC(=N2)C2=CC=C(CC3=NC4=C(N3C[C@@H]3OCCC3)C=C(C=C4)C(=O)OC)C=C2)C=C1)F methyl (R)-2-(4-(6-((4-chloro-2-fluorobenzyl)oxy)pyridin-2-yl)benzyl)-1-((tetrahydrofuran-2-yl)methyl)-1H-benzo[d]imidazole-6-carboxylate